(2S)-2-(9H-fluoren-9-yl-methoxycarbonyl-amino)-4-[4-(pentafluoro-λ6-sulfanyl)phenyl]butanoic acid C1=CC=CC=2C3=CC=CC=C3C(C12)N([C@H](C(=O)O)CCC1=CC=C(C=C1)S(F)(F)(F)(F)F)C(=O)OC